3-(1-methyl-1H-pyrazol-4-yl)-6-(1-(6-(thiophen-3-yl)-1H-[1,2,3]triazolo[4,5-b]pyrazin-1-yl)ethyl)quinoline CN1N=CC(=C1)C=1C=NC2=CC=C(C=C2C1)C(C)N1N=NC=2C1=NC(=CN2)C2=CSC=C2